(S)-8-chloro-6-(((1-(1-(difluoromethyl)cyclopropyl)-1H-1,2,3-triazol-4-yl)(1-methoxyisoquinolin-5-yl)methyl)amino)-4-((3,3,3-trifluoro-2,2-dimethylpropyl)amino)quinoline-3-carbonitrile ClC=1C=C(C=C2C(=C(C=NC12)C#N)NCC(C(F)(F)F)(C)C)N[C@@H](C1=C2C=CN=C(C2=CC=C1)OC)C=1N=NN(C1)C1(CC1)C(F)F